Benzyl benzoate (Benzylbenzoate) C(C1=CC=CC=C1)C1=C(C(=O)O)C=CC=C1.C(C1=CC=CC=C1)(=O)OCC1=CC=CC=C1